Ethyl (10-(oxetan-3-ylmethyl)-11-oxo-10,11-dihydro-dibenzo[b,f][1,4]oxazepin-2-yl)-carbamate O1CC(C1)CN1C2=C(OC3=C(C1=O)C=C(C=C3)NC(OCC)=O)C=CC=C2